4-(2-Amino-2-methylpropanoyl)-N-(1-(6-(((1R,3R)-3-aminocyclopentyl)amino)-5,6,7,8-tetrahydronaphthalen-2-yl)-2-oxo-1,2-dihydropyrimidin-4-yl)piperazine-1-carboxamide hydrochloride salt Cl.NC(C(=O)N1CCN(CC1)C(=O)NC1=NC(N(C=C1)C1=CC=2CCC(CC2C=C1)N[C@H]1C[C@@H](CC1)N)=O)(C)C